ascorbic acid di-n-heptanoate C(CCCCCC)(=O)O.C(CCCCCC)(=O)O.O=C1C(O)=C(O)[C@H](O1)[C@@H](O)CO